(4R)-N3-(1,3-benzodioxol-5-ylmethyl)-N4-[[3-(trifluoromethyl)phenyl]methyl]pyrrolidine-3,4-dicarboxamide O1COC2=C1C=CC(=C2)CNC(=O)C2CNC[C@@H]2C(=O)NCC2=CC(=CC=C2)C(F)(F)F